benzophenanthrenyl(naphthylphenanthrenyl)benzene C1(=C2C=3C=CC=CC3C3=C(C2=CC=C1)C=CC=C3)C3=C(C=CC=C3)C3=C(C=CC=1C2=CC=CC=C2C=CC31)C3=CC=CC1=CC=CC=C31